1-[(4-vinylphenyl)methyl]-3-methyl-imidazole chloride salt [Cl-].C(=C)C1=CC=C(C=C1)CN1CN(C=C1)C